tert-butyl (4-aminopyridin-2-yl)(methyl)carbamate NC1=CC(=NC=C1)N(C(OC(C)(C)C)=O)C